2'-amino-N-(5-chloro-6-(2H-1,2,3-triazol-2-yl)pyridin-3-yl)-4',5-difluoro-2-methoxy-[1,1'-biphenyl]-4-carboxamide NC1=C(C=CC(=C1)F)C1=C(C=C(C(=C1)F)C(=O)NC=1C=NC(=C(C1)Cl)N1N=CC=N1)OC